(2S,4S)-4-(8-chloro-6-fluoro-7-(3-methyl-2-(trifluoromethyl)phenyl)-4-(methylsulfanyl)-1H-pyrazolo[4,3-c]quinolin-1-yl)-2-(2-hydroxyethyl)piperidine-1-carboxylic acid tert-butyl ester C(C)(C)(C)OC(=O)N1[C@@H](C[C@H](CC1)N1N=CC=2C(=NC=3C(=C(C(=CC3C21)Cl)C2=C(C(=CC=C2)C)C(F)(F)F)F)SC)CCO